1-[2-cyano-4-(trifluoromethyl)phenyl]-N-[2-(dimethylamino)ethyl]-4-{2'-ethoxy-3-fluoro-[2,3'-bipyridin]-5-yl}piperidine-4-carboxamide C(#N)C1=C(C=CC(=C1)C(F)(F)F)N1CCC(CC1)(C(=O)NCCN(C)C)C=1C=C(C(=NC1)C=1C(=NC=CC1)OCC)F